NC1=C(C=C(C=C1)C=1N=NN(C1)[C@H](C(=O)N1[C@@H](C[C@H](C1)O)C(=O)NC)C(C)(C)C)Cl (2S,4R)-1-[(2S)-2-[4-(4-amino-3-chloro-phenyl)triazol-1-yl]-3,3-dimethyl-butanoyl]-4-hydroxy-N-methyl-pyrrolidine-2-carboxamide